1-bromo-3,6-nonadiene BrCCC=CCC=CCC